(1-(3-bromo-2-methylphenoxy)-2,3-dihydro-1H-inden-5-yl)methanol BrC=1C(=C(OC2CCC3=CC(=CC=C23)CO)C=CC1)C